3-[[1-(fluoromethyl)cyclopropyl]methyl]benzimidazole-5-carboxylate FCC1(CC1)CN1C=NC2=C1C=C(C=C2)C(=O)[O-]